4-(2-methoxy-4-methylphenyl)pyrimidin-2-amine COC1=C(C=CC(=C1)C)C1=NC(=NC=C1)N